ClC1=NC(=C(C(=N1)N1C[C@@H](N(CC1)C(=O)[O-])CC#N)[N+](=O)[O-])CC1(CCCC2=C(C=C(C=C12)F)F)C(=O)OC (2S)-4-(2-chloro-6-((5,7-difluoro-1-(methoxycarbonyl)-1,2,3,4-Tetrahydronaphthalen-1-yl)methyl)-5-nitropyrimidin-4-yl)-2-(cyanomethyl)piperazine-1-carboxylate